N-(2,2-difluoroethyl)-4-(1-(5-(difluoromethyl)-1,3,4-thiadiazol-2-yl)-6-(N-(3-(fluoromethyl)oxetan-3-yl)sulfamoyl)-1H-indazol-4-yl)-N-methylpiperazine-1-carboxamide FC(CN(C(=O)N1CCN(CC1)C1=C2C=NN(C2=CC(=C1)S(NC1(COC1)CF)(=O)=O)C=1SC(=NN1)C(F)F)C)F